FC1(CCN(CC1)C1=C(N=CC(=N1)C=1N=NN(C1)C1=C(C=C(C=C1)NS(=O)(=O)CC)N1CCC2(CC2)CC1)C)F N-(4-(4-(6-(4,4-difluoropiperidin-1-yl)-5-methylpyrazin-2-yl)-1H-1,2,3-triazol-1-yl)-3-(6-azaspiro[2.5]octan-6-yl)phenyl)ethanesulfonamide